4,4-difluorocyclohexaneamine FC1(CCC(CC1)N)F